(R)-diethanolamine N(CCO)CCO